C(C)(C)(C)OC(=O)N1CCN(CC1)C(CC1CC1)C1=CC=C(C=C1)[C@H](C)NC1=CC=2N(C(OCC2C=N1)=O)C 4-[2-Cyclopropyl-1-[4-[(1S)-1-[(1-methyl-2-oxo-4H-pyrido[4,3-d][1,3]oxazin-7-yl)amino]ethyl]phenyl]ethyl]piperazine-1-carboxylic acid tert-butyl ester